CC(=C(CCC(C#C)O)C)C dimethyloct-6-en-1-yn-3-ol